[K].C(CC)N([C@@H](CC(=O)O)C(=O)O)NC(=O)N propyl-ureidoaspartic acid potassium